C(#N)C=1C=2N(C=C(C1OC)NC(=O)C1=C(C=C(C3=CN(N=C13)C)N1CCC(CC1)N(C(OC(C)(C)C)=O)C1CC1)F)C=C(N2)C tert-butyl N-[1-[7-[(8-cyano-7-methoxy-2-methyl-imidazo[1,2-a]-pyridin-6-yl)carbamoyl]-6-fluoro-2-methyl-indazol-4-yl]-4-piperidyl]-N-cyclopropyl-carbamate